FC=1C=C(C=CC1F)C1=CN=C(N1)C1N(CCCC1)C(C(C)SC)=O 1-(2-(5-(3,4-Difluorophenyl)-1H-imidazol-2-yl)piperidin-1-yl)-2-(methylsulfanyl)propan-1-one